OC1=CC=C(C=C1)CCNC(=O)C1=CC2=C(N=CN2)C=C1 benzoimidazole-5-carboxylic acid [2-(4-hydroxy-phenyl)-ethyl]-amide